(R)-2-amino-N-(1-(8-(7-methyl-7-azaspiro[3.5]nonan-2-yl)-1-oxo-2-phenyl-1,2-dihydroisoquinolin-3-yl)ethyl)pyrazolo[1,5-a]pyrimidine-3-carboxamide NC1=NN2C(N=CC=C2)=C1C(=O)N[C@H](C)C=1N(C(C2=C(C=CC=C2C1)C1CC2(C1)CCN(CC2)C)=O)C2=CC=CC=C2